[[(trifluoromethyl)sulfonyl][2,3,4-trimethyl-5-(1-piperidinylcarbonyl)phenyl]amino]methyl 2,2-dimethylpropanoate CC(C(=O)OCN(C1=C(C(=C(C(=C1)C(=O)N1CCCCC1)C)C)C)S(=O)(=O)C(F)(F)F)(C)C